FC1=C(C=CC=C1)C=1N=CN(C(C1)=O)C[C@]1(CCN(CC12CCC2)C(=O)OC(C)(C)C)O (R,S)-tert-Butyl 9-((4-(2-fluorophenyl)-6-oxopyrimidin-1(6H)-yl)methyl)-9-hydroxy-6-azaspiro[3.5]nonane-6-carboxylate